C(C)(C)(C)OC(NC1=C(C=C(C=C1)C1=CC=C(C=C1)F)[N+](=O)[O-])=O.C(C)C1=C(C=CC=C1)NC(=O)C1=NC=CC=C1 N-(2-ethylphenyl)pyridine-2-carboxamide tert-butyl-N-[4-(4-fluorophenyl)-2-nitro-phenyl]carbamate